CC=1C=C2C=NN(C2=CC1[C@H]1[C@H](CNCC1)C)C=1C=NN(C1)C |&1:10| (R,R and S,S)-5-methyl-1-(1-methyl-1H-pyrazol-4-yl)-6-(3-methylpiperidin-4-yl)-1H-indazole